(R)-1-(8-cyano-quinolin-5-yl)-5,5-difluoro-piperidine-3-carboxylic acid (1-methyl-piperidin-4-ylmethyl)-amide CN1CCC(CC1)CNC(=O)[C@H]1CN(CC(C1)(F)F)C1=C2C=CC=NC2=C(C=C1)C#N